3-Bromo-1,5-dimethyl-1H-pyrazole-4-carboxylic acid methyl ester COC(=O)C=1C(=NN(C1C)C)Br